ClC=1C(=NC=CC1)C(C)(C)NC1=NC=C(C=N1)N1N=CC(=C1)C(C)(C)O 2-[1-(2-{[1-(3-chloro(2-pyridyl))-isopropyl]amino}pyrimidin-5-yl)pyrazol-4-yl]propan-2-ol